C(CCCCCCCCCCCC)N1C(CC1)=O 1-tridecylazetidin-2-one